C1(CC1)CN1CC(C(CC1)NC1=CC=CC2=C1SC(=C2CC(F)(F)F)C#CCNC2=C(C=C(C=C2)P(C)(C)=O)OC)F (4-((3-(7-(((Z)-1-(cyclopropylmethyl)-3-fluoropiperidin-4-yl)amino)-3-(2,2,2-trifluoroethyl)benzo[b]thiophen-2-yl)prop-2-yn-1-yl)amino)-3-methoxyphenyl)dimethylphosphine oxide